C(C1=CC=CC=C1)OC1=C(C(=CC(=C1)O)O)C(=O)N1CC2=CC(=CC=C2CC1)CNC1COC1 (2-(Benzyloxy)-4,6-dihydroxyphenyl)(7-((oxetan-3-ylamino)methyl)-3,4-dihydroisoquinolin-2(1H)-yl)methanone